C1(OSSSO1)=O tri-thio carbonate